C(C)C1(COC1)COC1=C(C(=C(C(=C1Br)Br)Br)Br)Br pentabromophenyl (3-ethyl-3-oxetanylmethyl) ether